O/N=C(\C1=CC=C(C=C1)OC)/NC1=CC=CC=C1 (E)-N'-hydroxy-4-methoxy-N-phenylbenzimidamide